3,3-dimethyl-2,3-dihydrobenzo[b][1,4]dioxine-6-carbonitrile CC1(OC2=C(OC1)C=CC(=C2)C#N)C